OP(O)OP(O)O.C(C)(C)(C)C1=C(C=C(C=C1)C)O (2-tert-butyl-5-methylphenol) diphosphite